tert-butyl (2S,3R,6R)-2,6-dimethyl-3-(((3-methyl-5-(trifluoromethyl)pyridin-2-yl)amino) methyl)morpholine-4-carboxylate C[C@H]1[C@H](N(C[C@H](O1)C)C(=O)OC(C)(C)C)CNC1=NC=C(C=C1C)C(F)(F)F